BrC(C)C1=NC=NC(=C1F)Cl 4-(1-bromoethyl)-5-fluoro-6-chloropyrimidine